2-(pyridin-3-yl)-1,3-benzooxazol-5-ol N1=CC(=CC=C1)C=1OC2=C(N1)C=C(C=C2)O